N1=CC(=CC=C1)C1=CC=C(S1)N 5-(pyridin-3-yl)thiophen-2-amine